CN(C(C1=CC(=CC=C1)C1=CN=C2SC(=NN21)NCC2CCOCC2)=O)C N,N-dimethyl-3-[2-(tetrahydro-pyran-4-ylmethyl-amino)imidazo[2,1-b][1,3,4]thiadiazol-5-yl]benzamide